1-{2-[1-(3,4-dichlorophenyl)-1H-pyrazol-3-yloxy]ethyl}piperidine ClC=1C=C(C=CC1Cl)N1N=C(C=C1)OCCN1CCCCC1